ClC1=C(C=CC=C1)C1=NN=C(O1)CN1CCC2(CC1)OC1=CC=CC=C1C(C2)O 1'-((5-(2-chlorophenyl)-1,3,4-oxadiazol-2-yl)methyl)spiro[chromane-2,4'-piperidin]-4-ol